cobalt bis(histidine) N[C@@H](CC1=CNC=N1)C(=O)O.N[C@@H](CC1=CNC=N1)C(=O)O.[Co]